Ethyl 2-bromo-6-(hydroxymethyl)-6-methyl-6,7-dihydro-5H-pyrazolo[5,1-b][1,3]oxazine-3-carboxylate BrC1=NN2C(OCC(C2)(C)CO)=C1C(=O)OCC